4-(5-methoxy-benzoimidazol-1-yl)aniline COC1=CC2=C(N(C=N2)C2=CC=C(N)C=C2)C=C1